2-(tert-butyl) 1-methyl (1S,3aS,4S,7R,7aR)-3a-fluoro-1,3,3a,4,7,7a-hexahydro-2H-4,7-methanoisoindole-1,2-dicarboxylate F[C@@]12CN([C@@H]([C@H]2[C@H]2C=C[C@@H]1C2)C(=O)OC)C(=O)OC(C)(C)C